5-[2-[3-[2-[2-[2-[2-[2-(benzyloxycarbonylamino)ethoxy]ethoxy]ethoxyl ethoxy]ethoxy]-4,5-dimethoxyanilino]pyrimidin-4-yl]-2-pyridyl]-2-ethyl-piperazine-1-carboxylate C(C1=CC=CC=C1)OC(=O)NCCOCCOCCOCCOCCOC1=C(NN2CN=CC=C2C2(NC=CC=C2)C2NCC(N(C2)C(=O)[O-])CC)C=C(C(=C1)OC)OC